COC1=NC=C(C=N1)C=1N=CC(=NC1)N(C(CCC)=O)[C@@H]1CC[C@H](CC1)NC1=NC=C(C(=N1)C1=NNC=C1)C(F)(F)F N-(5-(2-methoxypyrimidin-5-yl)pyrazin-2-yl)-N-(trans-4-((4-(1H-pyrazol-3-yl)-5-(trifluoromethyl)pyrimidin-2-yl)amino)cyclohexyl)butanamide